4-bromo-1-[2-ethyl-6-(methoxymethoxy)-4-methylphenyl]-1H-pyrazol-3-amine BrC=1C(=NN(C1)C1=C(C=C(C=C1OCOC)C)CC)N